BrC=1C(=CC=2C3=C(C(=NC2C1F)SC)C=C(N3[C@H]3[C@H]1CN([C@@H]3C1)C(=O)OC(C)(C)C)[C@@H](C)N1C(C=NC=C1)=O)CCC#N tert-butyl (1R,4R,5S)-5-(7-bromo-8-(2-cyanoethyl)-6-fluoro-4-(methylthio)-2-((R)-1-(2-oxopyrazin-1(2H)-yl)ethyl)-1H-pyrrolo[3,2-c]quinolin-1-yl)-2-azabicyclo[2.1.1]hexane-2-carboxylate